2-[(2S)-2-methoxypropanoyl]-5-{2-[(2S)-2-methoxypropanoyl]-1,3-dioxo-2,3-dihydro-1H-indene-5-carbonyl}-2,3-dihydro-1H-indene-1,3-dione CO[C@H](C(=O)C1C(C2=CC=C(C=C2C1=O)C(=O)C=1C=C2C(C(C(C2=CC1)=O)C([C@H](C)OC)=O)=O)=O)C